3-(15-methoxypentadecyl)-4,4-dimethyl-2-propylcyclohex-2-en-1-one COCCCCCCCCCCCCCCCC1=C(C(CCC1(C)C)=O)CCC